BrC1=CC=C(OCC2=CC(CCO2)OC)C=C1 6-((4-bromophenoxy)methyl)-4-methoxy-3,4-dihydro-2H-pyran